N2,N4-di(3-oxabicyclo[3.1.0]hexan-6-yl)-6-phenyl-1,3,5-triazine-2,4-diamine C12COCC2C1NC1=NC(=NC(=N1)NC1C2COCC12)C1=CC=CC=C1